NC1=NN=C(O1)N1C[C@@]2(CC1)C(NC1=CC(=C(C=C12)Cl)Cl)=O (S)-1'-(5-amino-1,3,4-oxadiazol-2-yl)-5,6-dichlorospiro[indoline-3,3'-pyrrolidin]-2-one